[(RS)-p-methoxy-α-methylphenethyl]-amine COC1=CC=C(C[C@@H](C)N)C=C1 |r|